[I-].C(CCC)N1C=[N+](C=C1)C 1-butyl-3-methylimidazolium iodide salt